C[NH+]1CCC2=CC(=C(C=C2[C@@H]1CC3=CC(=C(C=C3)O)O)O)OC The molecule is the conjugate acid of (S)-3'-hydroxy-N-methylcoclaurine; major species at pH 7.3. It is an organic cation and an ammonium ion derivative. It is a conjugate acid of a (S)-3'-hydroxy-N-methylcoclaurine.